(S)-tert-Butyl 2-(4-formylphenyl)morpholine-4-carboxylate C(=O)C1=CC=C(C=C1)[C@H]1CN(CCO1)C(=O)OC(C)(C)C